C(OC=1C=C(C=CC1)C1=CC=C(C=C1)N)([2H])([2H])[2H] 3'-(Methoxy-d3)-[1,1'-biphenyl]-4-amine